6-(2-((tert-butyldimethylsilyl)oxy)propan-2-yl)pyridine-3-carbaldehyde [Si](C)(C)(C(C)(C)C)OC(C)(C)C1=CC=C(C=N1)C=O